ClCCOOOCCCl Bis(chloroethoxy)ether